FC1=C(C=CC(=C1)F)C1=CC(=C(C=C1)OC)NC1=NC=NC2=CC(=C(C=C12)OC1CCN(CC1)C(C=C)=O)OC 1-(4-((4-((2',4'-difluoro-4-methoxy-[1,1'-biphenyl]-3-yl)amino)-7-methoxy-quinazolin-6-yl)oxy)piperidin-1-yl)prop-2-en-1-one